FC1=CC=C(C=C1)N1N=C(C=C1)C(C)=O 1-(1-(4-fluorophenyl)-1H-pyrazol-3-yl)ethanone